O1COC2=C1C=CC(=C2)CC(C)N(C(CN(C)C)=O)C N-[2-(2H-1,3-Benzodioxol-5-yl)-1-methyl-ethyl]-N-methyl(dimethylamino)acetamide